(2r,3r,4r,5r)-5-(2,4-dioxo-3,4-dihydropyrimidin-1(2H)-yl)-2-(hydroxymethyl)-4-methyl-4-fluoro-tetrahydrofuran-3-ylcarbonate O=C1N(C=CC(N1)=O)[C@H]1[C@@]([C@@H]([C@H](O1)CO)OC([O-])=O)(F)C